2-amino-3,7-anhydro-6-[(tert-butoxycarbonyl)amino]-1,2,4,5,6-pentadeoxy-L-arabino-heptitol N[C@@H](C)[C@@H]1CC[C@H](CO1)NC(=O)OC(C)(C)C